N4-methyl-N2-(8-((4-morpholinopiperidin-1-yl)sulfonyl)-2,3-dihydrobenzo[b][1,4]dioxin-5-yl)-5-(trifluoromethyl)-7H-pyrrolo[2,3-d]pyrimidine-2,4-diamine CNC=1C2=C(N=C(N1)NC1=CC=C(C=3OCCOC31)S(=O)(=O)N3CCC(CC3)N3CCOCC3)NC=C2C(F)(F)F